C(C)(C)(C)OC(=O)NC(C)C=1N=C2N(C(=NC=C2C2=CC(=NN2C)C(=O)OC)NCC2=C(C=CC3=C2CCO3)F)C1 methyl 5-(2-(1-((tert-butoxycarbonyl)amino)ethyl)-5-(((5-fluoro-2,3-dihydrobenzofuran-4-yl)methyl)amino)imidazo[1,2-c]pyrimidin-8-yl)-1-methyl-1H-pyrazole-3-carboxylate